N'-salicylidene-1,2-propylenediamine C(C=1C(O)=CC=CC1)=NC(CN)C